C(CCCCCCCCC)OC1=CC=C(C=C1)NC(=O)C=1C(OC2=CC(=CC=C2C1)OC)=O N-(4-decaneoxyphenyl)-7-methoxycoumarin-3-formamide